NC=1C(=C(C=C2C=C(N=CC12)NC(O[C@H]1CO[C@@]2(C1)CN(CC2)C)=O)C2=C(C1=C(OCCN1)N=C2)C)F (3R,5S)-7-Methyl-1-oxa-7-azaspiro[4.4]nonan-3-yl (8-amino-7-fluoro-6-(8-methyl-2,3-dihydro-1H-pyrido[2,3-b][1,4]oxazin-7-yl)isoquinolin-3-yl)carbamate